trimethoxybenzoic acid propyl ester C(CC)OC(C1=C(C(=C(C=C1)OC)OC)OC)=O